1,3,5-tris[2,2-dimethylpropionyl-amino]benzene CC(C(=O)NC1=CC(=CC(=C1)NC(C(C)(C)C)=O)NC(C(C)(C)C)=O)(C)C